ClC=1C=C(NC2(CCC3(C(CC4=CC=CC=C34)C[C@H](COC3=CC=NC=4[C@H](CC[C@@H](C34)CC)O)C)CC2)C(=O)O)C=CC1 4-(3-Chloroanilino)-2'-[(2R)-3-{[(5S,8S)-5-ethyl-8-hydroxy-5,6,7,8-tetrahydroquinolin-4-yl]oxy}-2-methylpropyl]-2',3'-dihydrospiro[cyclohexane-1,1'-indene]-4-carboxylic acid